2-sulfanylidene-2,3-dihydropyrazolo[1,5-a][1,3,5]triazin-4(1H)-one S=C1NC=2N(C(N1)=O)N=CC2